butyl (2-butoxyethyl) terephthalate C(C1=CC=C(C(=O)OCCOCCCC)C=C1)(=O)OCCCC